N1(CCC1)C=1C(=C(C(=C2C=NNC12)C=1N=CC=2N(C1)C=C(N2)NC(=O)C2C(C2)F)Cl)F N-(6-(7-(azetidin-1-yl)-5-chloro-6-fluoro-1H-indazol-4-yl)imidazo[1,2-a]pyrazin-2-yl)-2-fluorocyclopropane-1-carboxamide